C1(CC1)[C@@H](C)OC(=O)NC=1C(=NOC1C1=CC(=C(C=C1)C12OCC(CC1)(CC2)CC(=O)O)F)C 2-(1-(4-(4-((((R)-1-cyclopropylethoxy)carbonyl)amino)-3-methylisoxazol-5-yl)-2-fluorophenyl)-2-oxabicyclo[2.2.2]octan-4-yl)acetic acid